C(C)(=O)N1C(CC(C2=CC=CC=C12)CC)(C)C 1-acetyl-2,2-dimethyl-4-ethyl-1,2,3,4-tetrahydroquinoline